C(S(=O)(=O)[O-])(S(=O)(=O)[O-])S(=O)(=O)[O-] methanetri-sulfonate